2-(4-cyanophenyl)-4,4-bis(ethoxycarbonyl)octanedioic acid C(#N)C1=CC=C(C=C1)C(C(=O)O)CC(CCCC(=O)O)(C(=O)OCC)C(=O)OCC